BrC1=C(C=CC(=C1)Cl)C1=CC=CC2=C1SC1=C2C=CC=C1 4-(2-bromo-4-chlorophenyl)dibenzothiophene